CS(=O)(=O)OCCOC1=CC=C(C(=O)OC2=CC=C(C=C2)CO[Si](C2=CC=CC=C2)(C2=CC=CC=C2)C(C)(C)C)C=C1 4-[[(tert-butyldiphenylsilyl)oxy]methyl]phenyl 4-[2-(methanesulfonyloxy)ethoxy]benzoate